N-(3-sulfonylphenyl)-2-(4-(trifluoromethoxy)phenoxy)quinoline-3-carboxamide S(=O)(=O)=C1CC(=CC=C1)NC(=O)C=1C(=NC2=CC=CC=C2C1)OC1=CC=C(C=C1)OC(F)(F)F